NC1C(N(CC12CC2)C(=O)OC(C)(C)C)CC2=C(C(=CC=C2)Br)OC tert-butyl 7-amino-6-(3-bromo-2-methoxybenzyl)-5-azaspiro[2.4]heptane-5-carboxylate